1-((1S,4S)-5-(4-((3,4-dichloro-2-fluorophenyl)amino)pyrido[3,2-d]pyrimidin-6-yl)-2,5-diazabicyclo[2.2.1]heptan-2-yl)prop-2-en-1-one ClC=1C(=C(C=CC1Cl)NC=1C2=C(N=CN1)C=CC(=N2)N2[C@@H]1CN([C@H](C2)C1)C(C=C)=O)F